(E)-N-(6-((R)-3-((5-chloro-4-methoxypyrimidin-2-yl)amino)pyrrolidine-1-carbonyl)pyridin-3-yl)-4-((S)-3-fluoropiperidin-1-yl)but-2-enamide ClC=1C(=NC(=NC1)N[C@H]1CN(CC1)C(=O)C1=CC=C(C=N1)NC(\C=C\CN1C[C@H](CCC1)F)=O)OC